OC=1C=C(C=CC1)C1=CC=C(C=C1)B1OC(C)(C)C(C)(C)O1 4-(3-hydroxyphenyl)phenylboronic acid pinacol ester